C(C)(C)(C)OC(=O)N(C(OC(C)(C)C)=O)C1=CC=C(C=2OC(OC21)(F)F)P(=O)(C)C tert-butyl N-tert-butoxycarbonyl-N-(7-dimethylphosphoryl-2,2-difluoro-1,3-benzodioxol-4-yl)carbamate